N-(5-cyano-1-(4-sulfamoyl-benzyl)-1H-benzo[d]imidazol-2-yl)-1-ethyl-3-methyl-1H-pyrazole-5-carboxamide C(#N)C1=CC2=C(N(C(=N2)NC(=O)C2=CC(=NN2CC)C)CC2=CC=C(C=C2)S(N)(=O)=O)C=C1